N1(CCCC1)C1=C(C(=CC(=C1)Br)N1CCCC1)Br 2,6-Dipyrrolidino-1,4-dibromobenzene